5,6,15-trihydroxyeicosa-7,9,13-trien-11-ynoic acid OC(CCCC(=O)O)C(C=CC=CC#CC=CC(CCCCC)O)O